COC(=O)C1CSC2(CCC2)CC1=C=O 8-carbonyl-5-thiaspiro[3.5]nonane-7-carboxylic acid methyl ester